FC1=C(C(=CC=C1)F)[C@H]1N(OCC1)C1=CC(=NC=N1)NC=1C(=CC(=C(C1)NC(C=C)=O)N1CCN(CC1)C)OC N-(5-((6-((S)-3-(2,6-difluorophenyl)isoxazolidine-2-yl)pyrimidine-4-yl)amino)-4-methoxy-2-(4-methylpiperazine-1-yl)phenyl)acrylamide